C(C)(C)(C)OC(=O)N[C@@H]1CC[C@H](CC1)CCN1CCN(CC1)C1=C(C(=CC=C1)Cl)Cl trans-N-tert-butoxycarbonyl-4-(2-(4-(2,3-dichlorophenyl)-piperazin-1-yl)-ethyl)-cyclohexylamine